5-(4-chlorophenyl)-2H-1,2,3-triazole-4-carbonitrile ClC1=CC=C(C=C1)C=1C(=NNN1)C#N